COC(=O)[C@H](C(=O)N[C@@H](CC1=CC=C(C=C1)NS(O)(=O)=O)C=1SC=C(N1)C1=CSC=C1)CC1=CC=CC=C1 4-{(S)-2-[(S)-2-(Methoxycarbonyl)-3-phenylpropanamido]-2-[4-(thiophen-3-yl)thiazol-2-yl]ethyl}phenylsulfamic acid